aluminum-calcium silicate [Si]([O-])([O-])([O-])[O-].[Ca+2].[Al+3]